tert-butyl (1-(N-(3-(3-(2-(2,6-dioxopiperidin-3-yl)-1,3-dioxoisoindolin-4-yl)propoxy)propyl)-N-methylsulfamoyl)piperidin-4-yl)carbamate O=C1NC(CCC1N1C(C2=CC=CC(=C2C1=O)CCCOCCCN(S(=O)(=O)N1CCC(CC1)NC(OC(C)(C)C)=O)C)=O)=O